(2'S,3S,4'S,5'R)-6-chloro-4'-(3-chloro-2-fluorophenyl)-2'-(2,2-dimethylpropyl)-5'-methyl-1,2-dihydrospiro[indole-3,3'-pyrrolidine] ClC1=CC=C2C(=C1)NC[C@@]21[C@@H](N[C@@H]([C@@H]1C1=C(C(=CC=C1)Cl)F)C)CC(C)(C)C